COC(C#CC(C)(C)N(C)C)=O 4-(dimethylamino)-4-methyl-pent-2-ynoic acid methyl ester